3-benzodioxolyl-N-Methylbutylamine O1C(OC2=C1C=CC=C2)C(CCNC)C